FC=1C(=C(C=O)C=CC1F)O 3,4-difluoro-2-hydroxy-benzaldehyde